methyl 2-((1-(6-chloro-2-(4,4-difluoropiperidin-1-yl)-3-methyl-4-oxo-3,4-dihydropyrido[3,2-d]pyrimidin-8-yl)ethyl)amino)benzoate ClC=1C=C(C=2N=C(N(C(C2N1)=O)C)N1CCC(CC1)(F)F)C(C)NC1=C(C(=O)OC)C=CC=C1